4-[4-(6-Methoxypyridin-3-yl)piperidin-1-yl]-1-methyl-2-oxo-1,2-dihydro-quinoline-3-carbonitrile COC1=CC=C(C=N1)C1CCN(CC1)C1=C(C(N(C2=CC=CC=C12)C)=O)C#N